ClC=1C(=C(C(=C(C(=O)N)C1F)C1=CC=CC2=C1[C@@H]([C@](O2)(C=2C=NC=CC2)CNC2CCC(CC2)(C)O)C)F)OC (2s,3s,4s)-5-chloro-6-fluoro-2-(((((trans)-4-hydroxy-4-methylcyclohexyl)amino)methyl)-3-methyl-2-(pyridin-3-yl)-2,3-dihydrobenzofuran-4-yl)-3-fluoro-4-methoxybenzamide